C1(CC1)COC1=C(C=C(C=C1)S(=O)(=O)C)C1=CN(C(C2=CC=CC=C12)=O)C 4-[2-(cyclopropylmethoxy)-5-(methylsulfonyl)phenyl]-2-methylisoquinoline-1(2H)-one